N-[3-fluoro-2-(trifluoromethyl)phenyl]-4-hydroxy-2-oxo-1,2,5,6-tetrahydropyridine-3-carbothioamide FC=1C(=C(C=CC1)NC(=S)C=1C(NCCC1O)=O)C(F)(F)F